6'-(((1S,3S)-3-((5-(methylthio)pyrimidin-2-yl)amino)cyclopentyl)amino)-2-oxo-2H-[1,3'-bipyridine]-5-carboxylic acid CSC=1C=NC(=NC1)N[C@@H]1C[C@H](CC1)NC1=CC=C(C=N1)N1C(C=CC(=C1)C(=O)O)=O